C1(=CC=CC=C1)CCCC(=O)N[C@@H](CC(C)C)C(=O)N[C@H](CC1=CC=CC=C1)C(=O)N[C@@H](CC(C)C)C(=O)CCOC phenylbutyryl-L-leucyl-N-[(1S)-3-methyl-1-[[(2R)-2-methyloxyethyl]carbonyl]butyl]-D-phenylalaninamide